ON1C(=C(C(C2=CC=CC=C12)=O)CC1=C(C=CC=C1)C)C 1-hydroxy-2-methyl-3-(2-methylbenzyl)-4(1H)-quinolinone